isophthalic acid monon-propylamide C(CC)NC(C1=CC(C(=O)O)=CC=C1)=O